1'-(3-phenylacryloyl)spiro[1-benzofuran-3,4'-piperidin] C1(=CC=CC=C1)C=CC(=O)N1CCC2(CC1)COC1=C2C=CC=C1